C1(CC1)C[C@@H]([C@@H](CC=C)C)S(=O)(=O)N (2S,3R)-1-CYCLOPROPYL-3-METHYLHEX-5-ENE-2-SULFONAMIDE